C(CCCCCCCCCCC)C(C(CC(C(C(C(=O)[O-])(CC(C(CCCCCCCCCCCC)(C)C)O)CC(C(CCCCCCCCCCCC)(C)C)O)(O)C(=O)[O-])C(=O)[O-])O)(C)C tris(dodecyl dimethyl-2-hydroxypropyl)-citrate